[2H]-naphtho[1,2-b]pyran O1C2=C(C=CC1)C=CC1=CC=CC=C12